C1(CCCCC1)N1N=C(C(=C1)C=1C(=C(C(=CC1)O)N1CC(NS1(=O)=O)=O)F)F 5-(3-(1-cyclohexyl-3-fluoro-1H-pyrazol-4-yl)-2-fluoro-6-hydroxyphenyl)-1,2,5-thiadiazolidin-3-one 1,1-dioxide